tert-butyl (4-(1-(4-bromobenzoyl)-5-(pyridin-2-yl)-4,5-dihydro-1H-pyrazol-3-yl)phenyl)carbamate BrC1=CC=C(C(=O)N2N=C(CC2C2=NC=CC=C2)C2=CC=C(C=C2)NC(OC(C)(C)C)=O)C=C1